CS(=O)(=O)N[C@@H]1C[C@@](CC1)(CO[C@@H]1CC[C@@H](CC1)C1=NC=CC(=N1)OC)C=1OC=C(N1)C(=O)OCC ethyl 2-[(1S,3S)-3-methanesulfonamido-1-({[cis-4-(4-methoxypyrimidin-2-yl)cyclohexyl]oxy}methyl)cyclopentyl]-1,3-oxazole-4-carboxylate